3-(3-cyano-4-fluorophenyl)-1-(8-fluoro-3-oxo-6-oxo-1,4,5,6-tetrahydro-2H-thiopyrano[3,4-c]isoquinolin-1-yl)-1-methylurea C(#N)C=1C=C(C=CC1F)NC(N(C)C1CS(CC=2NC(C=3C=C(C=CC3C21)F)=O)=O)=O